[N+](=O)([O-])C1=C(C(=CC(=C1)C(F)(F)F)[N+](=O)[O-])O 2,6-dinitro-4-trifluoromethylphenol